OC1=C(C(=O)C2=C(C=C(C=C2)CO)O)C=CC(=C1)CO 2,2'-dihydroxy-4,4'-bis(hydroxymethyl)benzophenone